4-((2-methyl-6-(trifluoromethyl)pyrimidin-4-yl)oxy)benzoic acid allyl ester C(C=C)OC(C1=CC=C(C=C1)OC1=NC(=NC(=C1)C(F)(F)F)C)=O